C1(CC1)CNCC=1C=C2C(N(C=NC2=C(C1)C(F)(F)F)C1=C(C=CC(=C1)C1(CC2(C1)CCC2)C2=NN=CN2C)F)=O 6-(((Cyclopropylmethyl)amino)methyl)-3-(2-fluoro-5-(2-(4-methyl-4H-1,2,4-triazol-3-yl)spiro[3.3]heptan-2-yl)phenyl)-8-(trifluoromethyl)quinazolin-4(3H)-one